BrC1=C(C(=C(C=C1)OS(=O)(=O)C)CBr)CBr 1-bromo-2,3-bis(bromomethyl)-4-methylsulfonyloxybenzene